F[Si](CCCO)(C)C 3-(fluorodimethylsilyl)-1-propanol